COC1=C(C=CC(=C1)[N+](=O)[O-])N1C[C@H](N[C@H](C1)C)C (3R,5S)-1-(2-methoxy-4-nitrophenyl)-3,5-dimethylpiperazine